(dimethylphosphoryl)-5-(4,4,5,5-tetramethyl-1,3,2-dioxaborolan-2-yl)benzonitrile CP(=O)(C)C1=C(C#N)C=C(C=C1)B1OC(C(O1)(C)C)(C)C